FC=1C=NC(=NC1)[C@@]12CC[C@H](C[C@H]2C1)OC[C@@H]1N([C@@H](C[C@@H]1NS(=O)(=O)C)C)C(=O)OC methyl (2R,3S,5R)-2-((((1R,3R,6S)-6-(5-fluoropyrimidinyl)bicyclo[4.1.0]heptan-3-yl)oxy)methyl)-5-methyl-3-(methylsulfonamido)pyrrolidine-1-carboxylate